N4-[2-(6-methyl-2-pyridyl)-6-(1H-triazol-4-yl)pyrimidin-4-yl]-N2-(4-piperazin-1-ylphenyl)pyrimidine-2,4-diamine CC1=CC=CC(=N1)C1=NC(=CC(=N1)NC1=NC(=NC=C1)NC1=CC=C(C=C1)N1CCNCC1)C=1N=NNC1